(5-cyclopropylisoxazol-3-yl)(4-(trifluoromethoxy)phenyl)methanone tert-butyl-(2-((4-(tert-butyl)-3,5-difluorophenyl)amino)-1-(4-(methoxymethyl)phenyl)-2-oxoethyl)carbamate C(C)(C)(C)N(C(O)=O)C(C(=O)NC1=CC(=C(C(=C1)F)C(C)(C)C)F)C1=CC=C(C=C1)COC.C1(CC1)C1=CC(=NO1)C(=O)C1=CC=C(C=C1)OC(F)(F)F